1-(naphthalen-1-yl)-1H-pyrrole-2,5-dione C1(=CC=CC2=CC=CC=C12)N1C(C=CC1=O)=O